C1(CC1)COC1=CN=CC(=N1)C1=CC(=C(OCCCC(=O)O)C(=C1)F)F 4-[4-(6-cyclopropylmethoxy-pyrazin-2-yl)-2,6-difluoro-phenoxy]-butyric acid